C(C)(C)C1=CC=C(C=C1)C=1C=C(C(=C2CCOC21)C#N)NCC(C(C)=O)=C 7-(4-isopropylphenyl)-5-((2-methylene-3-oxobutyl)amino)-2,3-dihydrobenzofuran-4-carbonitrile